1,3-dihydroxycyclobutane OC1CC(C1)O